C(C)(=O)N1CC=2N(CC1)C(=NC2C=2C=CC=C1C=C(N=CC21)C=2C=CC(=NC2)C(=O)NCCC#CC2=C1CN(C(C1=CC=C2)=O)C2C(NC(CC2)=O)=O)C(C)C 5-(8-(7-Acetyl-3-isopropyl-5,6,7,8-tetrahydroimidazo[1,5-a]pyrazin-1-yl)isoquinolin-3-yl)-N-(4-(2-(2,6-dioxopiperidin-3-yl)-1-oxoisoindolin-4-yl)but-3-yn-1-yl)picolinamide